ClC=1C(=C2C=3C(=C4C(=NC3C1)C1=CC3=C(C(N1C4)=O)COC([C@]3(O)CC)=O)[C@H](CC2)NC(C(CO)(C)C)=O)C N-((1S,9S)-5-chloro-9-ethyl-9-hydroxy-4-methyl-10,13-dioxo-2,3,9,10,13,15-hexahydro-1H,12H-benzo[de]pyrano[3',4':6,7]indolizino[1,2-b]quinolin-1-yl)-3-hydroxy-2,2-dimethylpropanamide